lanthanum-barium-gallium [Ga].[Ba].[La]